3,5-dimethoxy-4-methylphenylethylamine COC=1C=C(C=C(C1C)OC)CCN